The molecule is a amino trisaccharide consisting of N-acetyl-D-glucosamine having an N-acetyl-alpha-D-galactosaminyl-(1->3)-beta-D-galactosyl group attached at the 3-position. It is an amino trisaccharide, a galactosamine oligosaccharide and a glucosamine oligosaccharide. CC(=O)N[C@@H]1[C@H]([C@H]([C@H](O[C@@H]1O[C@H]2[C@H]([C@H](O[C@H]([C@@H]2O)O[C@H]3[C@@H]([C@H](OC([C@@H]3NC(=O)C)O)CO)O)CO)O)CO)O)O